3-(2-(3-Chlorophenoxy)propylamino)-4-(4-ethylpiperazin-1-yl)benzoic acid methyl ester COC(C1=CC(=C(C=C1)N1CCN(CC1)CC)NCC(C)OC1=CC(=CC=C1)Cl)=O